BrC=1C=C(C(=NC1)[N+](=O)[O-])O[C@H](C)C1=C(C=CC(=C1)F)C=1C(=NN(N1)C)CC1=NN2C(CN(CC2)C)=C1 (R)-2-((5-(2-(1-((5-bromo-2-nitropyridin-3-yl)oxy)ethyl)-4-fluorophenyl)-2-Methyl-2H-1,2,3-triazol-4-yl)methyl)-5-methyl-4,5,6,7-tetrahydropyrazolo[1,5-a]pyrazine